OC1CC(CCC1)(C(=O)O)C 3-hydroxy-1-methylcyclohexane-1-carboxylic acid